N-(4-methylpentyl)cyclohexane-1,3-diamine CC(CCCNC1CC(CCC1)N)C